[Ni].C1(=CC=CC=C1)C=1C2=CC=C(N2)C(=C2C=CC(C(=C3C=CC(=C(C=4C=CC1N4)C4=CC=CC=C4)N3)C3=CC=CC=C3)=N2)C2=CC=CC=C2 5,10,15,20-tetraphenylporphyrin nickel